2-[(2S)-2-aminopropyl]-3,5-dichloro-N-[(furan-2-yl)methyl]thieno[3,2-b]pyridin N[C@H](CC1C(=C2N(C(=CC=C2S1)Cl)CC=1OC=CC1)Cl)C